2-bromo-1-(3-fluoro-2-(oxetan-3-yl)pyridin-4-yl)ethan-1-one t-butyl-8-bromo-6-formyl-3,4-dihydroisoquinoline-2(1H)-carboxylate C(C)(C)(C)OC(=O)N1CC2=C(C=C(C=C2CC1)C=O)Br.BrCC(=O)C1=C(C(=NC=C1)C1COC1)F